perfluoro (propyl-vinyl) ether C(CC)C=COF